O1CCN(CC1)CCCCCCCCNC1=CC=C(C=C1)C1C(NC(CC1)=O)=O 3-(4-((8-morpholinooctyl)amino)phenyl)piperidine-2,6-dione